[O-]P([O-])(=O)OP(=O)([O-])[O-].[Ca+2].[Ca+2] Dicalcium diphosphate